ClC=1C=C(C=C(C1C1C(NC(CC1)=O)=O)Cl)N1CC(C1)NC(OCC1CC2(C1)CCC2)=O spiro[3.3]heptan-2-ylmethyl (1-(3,5-dichloro-4-(2,6-dioxopiperidin-3-yl)phenyl)azetidin-3-yl)carbamate